6-(4-(4-chlorophenyl)-5-methoxy-3-methyl-1H-pyrazol-1-yl)pyridine-3-sulfonamide ClC1=CC=C(C=C1)C=1C(=NN(C1OC)C1=CC=C(C=N1)S(=O)(=O)N)C